C(CCCCCCCCCCCCCCC(C)C)(=O)[O-].C(CCCCCCCCCCCCCCC(C)C)(=O)[O-].C(CCCCCCCCCCCCCCC(C)C)(=O)[O-].CC([O-])C.[Ti+4] titanium isopropoxide tris(isostearate)